5-fluoro-2-(3-oxocyclohexane-1-carboxamido)benzamide FC=1C=CC(=C(C(=O)N)C1)NC(=O)C1CC(CCC1)=O